(3S,20R)-20-(hydroxyethyl)-pregn-7-en-3-yl acetate C(C)(=O)O[C@@H]1CC2CC=C3[C@@H]4CC[C@H]([C@H](C)CCO)[C@]4(CC[C@@H]3[C@]2(CC1)C)C